ClCCCCCCN1C2CCCCC2=C(C2=CC=CC=C12)N N-(6-chlorohexyl)-9-amino-1,2,3,4-tetrahydroacridine